COC1=CC=C(C=C1)N(C1=CC=C(C=C1)C=1OC2=C(C1)C=CC(=C2)C=CC#N)C2=CC=C(C=C2)OC 3-(2-(4-(bis(4-methoxyphenyl)amino)phenyl)-benzofuran-6-yl)acrylonitrile